COC1(CCN(CC1)[C@H]1[C@H](CCCCC1)OC=1C=C2CN(C(C2=CC1)=O)C1C(NC(CC1)=O)=O)C 3-(5-(((1S,2R)-2-(4-methoxy-4-methylpiperidin-1-yl)cycloheptyl)oxy)-1-oxoisoindolin-2-yl)piperidine-2,6-dione